2-(p-tolylamino)-1-(2-(5-(trifluoromethyl)-1,2,4-oxadiazol-3-yl)-6,7-dihydrothieno[3,2-c]pyridin-5(4H)-yl)ethan-1-one C1(=CC=C(C=C1)NCC(=O)N1CC2=C(CC1)SC(=C2)C2=NOC(=N2)C(F)(F)F)C